C=1N=CN2C1C1=CC=CC=C1[C@H]2C2[C@H](CCC2)O (S)-2-((R)-5H-imidazo[5,1-a]isoindol-5-yl)cyclopentan-1-ol